N-[2-(N,N-dimethylamino)propyl]acrylamide CN(C)C(CNC(C=C)=O)C